tert-Butyl rac-(2S,5R)-4-cyclobutyl-5-methyl-2-phenyl-piperazine-1-carboxylate C1(CCC1)N1C[C@@H](N(C[C@H]1C)C(=O)OC(C)(C)C)C1=CC=CC=C1 |r|